9-(4-(1-methyl-4-(trifluoromethyl)-1H-imidazol-2-yl)benzyl)-2-(2-(methylsulfinyl)phenyl)-7,9-dihydro-8H-purin-8-one CN1C(=NC(=C1)C(F)(F)F)C1=CC=C(CN2C3=NC(=NC=C3NC2=O)C2=C(C=CC=C2)S(=O)C)C=C1